FC1=CC=C(C=C1)C=1C=C2C=C(C(OC2=C(C1)[N+](=O)[O-])=O)C#N 6-(4-fluorophenyl)-8-nitro-2-oxo-2H-chromen-3-carbonitrile